C(C)(=O)N[C@H]1C(C=C(C[C@@H]1NCC1=CC2=C(OC3=C2C=CC=C3)C=C1)C(=O)O)OC(CC)CC (4R,5S)-4-acetamido-5-((dibenzo[b,d]furan-2-ylmethyl)amino)-3-(pentan-3-yloxy)cyclohex-1-ene-1-carboxylic acid